methylenebis-behenic acid amide C(CCCCCCCCCCCCCCCCCCCCCC(=O)N)CCCCCCCCCCCCCCCCCCCCCC(=O)N